NC1=C(C2=C(S1)C=CC(=C2C=2C1=C(C=3C=NC(=NC3C2F)N2C[C@@H]3CNC[C@@H]3C2)COC1)F)C#N 2-Amino-5-fluoro-4-(5-fluoro-3-((3aR,6aS)-hexahydropyrrolo[3,4-c]pyrrol-2(1H)-yl)-7,9-dihydrofuro[3,4-f]quinazolin-6-yl)benzo[b]thiophene-3-carbonitrile